(R)-3-(5-((1-(3-(difluoromethyl)-2-fluorophenyl)ethyl)carbamoyl)-4-((1-methylpiperidin-4-yl)amino)-2-oxopyridin-1(2H)-yl)-3-methylazetidine-1-carboxylic acid tert-butyl ester C(C)(C)(C)OC(=O)N1CC(C1)(C)N1C(C=C(C(=C1)C(N[C@H](C)C1=C(C(=CC=C1)C(F)F)F)=O)NC1CCN(CC1)C)=O